FC(C(O)C=1NC=CC1)(F)F 2,2,2-trifluoro-1-(1H-pyrrol-2-yl)ethane-1-ol